2,5-dioxopyrrolidin-1-yl 1-(2,5-dioxo-2,5-dihydro-1H-pyrrol-1-yl)-3-oxo-7,10,13,16-tetraoxa-4-aza-nonadecan-19-ate O=C1N(C(C=C1)=O)CCC(NCCOCCOCCOCCOCCC(=O)ON1C(CCC1=O)=O)=O